[Ir+3].C(C)(C)(C)OC(=O)N1CCN(CC1)C=1C=CC2=C(C=CO2)C1 5-(4-tert-butyloxycarbonylpiperazin-1-yl)benzofuran iridium (III)